2-(3-methylphenyl)-3-propoxy-4H-1-benzopyran-4-one CC=1C=C(C=CC1)C=1OC2=C(C(C1OCCC)=O)C=CC=C2